O=C1OC(CC1C1C=C(CCC1)C)=O 5-(2,5-dioxotetrahydrofuryl)-3-methyl-3-cyclohexene